(2Z)-2-[(4-chlorophenyl)hydrazono]-3-(2,6-difluorophenyl)-3-oxo-propionic acid ethyl ester C(C)OC(\C(\C(=O)C1=C(C=CC=C1F)F)=N/NC1=CC=C(C=C1)Cl)=O